N1=CC(=CC=C1)NC(OCCC1=CC=C(C=C1)C1=C(C=CC=C1)F)=O 2-(2'-fluoro-[1,1'-biphenyl]-4-yl)ethyl pyridin-3-ylcarbamate